ClCC1(CC(=NO1)SCC1=C(C(=C(C(=C1F)F)CO)F)F)C (4-(((5-(chloromethyl)-5-methyl-4,5-dihydroisoxazol-3-yl)thio)methyl)-2,3,5,6-tetrafluorophenyl)methanol